[Si](C1=CC=CC=C1)(C1=CC=CC=C1)(C(C)(C)C)OCC1CCN(CC1)C1=CC=C(OC2CNCCC2)C=C1 3-(4-(4-(((tert-butyldiphenylsilyl)oxy)methyl)piperidin-1-yl)phenoxy)piperidine